S(=O)(=O)(C1=CC=C(C)C=C1)C#CC1=CC=CC=C1 4-(tosylethynyl)benzene